FC(C(C(=O)OC)(C)C1=CC(=CC=C1)I)F methyl 3,3-difluoro-2-(3-iodophenyl)-2-methylpropionate